ClC1=C(C=C(C=C1)NC(=O)N1C2CC(CC1(C2)CC=2OC(=NN2)C)C)N2N=CC=N2 N-(4-chloro-3-(2H-1,2,3-triazol-2-yl)phenyl)-3-methyl-1-((5-methyl-1,3,4-oxadiazol-2-yl)methyl)-6-azabicyclo[3.1.1]heptane-6-carboxamide